FC(=CC1(C(N2C(C=3C=CC=CC13)=CC=1C=C(C=CC12)C)=O)C)F 5-(2,2-difluorovinyl)-5,10-dimethylindolo[2,1-a]isoquinolin-6(5H)-one